2-(3-fluoro-5,6-dimethoxybenzo[b]selenophene-2-carboxamido)butyric acid FC=1C2=C([Se]C1C(=O)NC(C(=O)O)CC)C=C(C(=C2)OC)OC